Cl.COC(=O)[C@@H]1CC2=CC=CC=C2[C@@H](C1)N |r| Rac-cis-4-aminotetralin-2-carboxylic acid methyl ester hydrochloride